(P)-3-chloro-4-((3,5-difluoropyridin-2-yl)methoxy-d2)-2'-(2-(2-hydroxypropan-2-yl)pyrimidin-4-yl)-5',6-dimethyl-2H-[1,4'-bipyridin]-2-one ClC=1C(N(C(=CC1OC([2H])([2H])C1=NC=C(C=C1F)F)C)C1=CC(=NC=C1C)C1=NC(=NC=C1)C(C)(C)O)=O